4-t-Butyldimethylsilyloxystyrene [Si](C)(C)(C(C)(C)C)OC1=CC=C(C=C)C=C1